bis(ethoxycarbonyl)benzophenone C(C)OC(=O)C=1C(=C(C(=O)C2=CC=CC=C2)C=CC1)C(=O)OCC